N1(CCCCC1)CCOCCN(CCC)C 2-[2-(1-piperidinyl)ethoxy]ethyl-N-methyl-N-propyl-amine